2-[2-(4,7-Dimethyl-1H-inden-2-yl)phenyl]-4,4,5,5-tetramethyl-1,3,2-dioxaborolane CC1=C2C=C(CC2=C(C=C1)C)C1=C(C=CC=C1)B1OC(C(O1)(C)C)(C)C